2-((S)-8-Bromo-2,3-dihydro-benzo[1,4]dioxin-2-ylmethyl)-isoindole-1,3-dione BrC1=CC=CC2=C1O[C@H](CO2)CN2C(C1=CC=CC=C1C2=O)=O